C1(CCC1)CC1(NC(=NC2=CC(=CC=C12)C1=CC=NN1)N)N 4-(cyclobutylmethyl)-7-(1H-pyrazol-5-yl)quinazoline-2,4-diamine